BrC=1C=C(C=CC1)C1(CC(C1)(OC)OC)C(=O)N 1-(3-bromophenyl)-3,3-dimethoxycyclobutanecarboxamide